(Z)-2-(1-(2-fluorobenzyl)-4-(nitroso)piperidin-3-ylidene)acetic acid FC1=C(CN2C/C(/C(CC2)N=O)=C/C(=O)O)C=CC=C1